N1C=C(C2=CC=CC=C12)C1=C(C(=O)NNC(=O)NC2=CC=CC=C2)C=CC(=N1)C 1-(2-(1H-indol-3-yl)-6-methyl-nicotinoyl)-4-phenylsemicarbazide